FC(=C(C(F)F)F)F 1,1,2,3,3-Pentafluoropropene